[PH2](OC#CC=CSCC)=O ethyl-thiovinyl-ethynyl phosphinate